N-[4-[(6,7-dimethoxy-1,5-naphthyridin-4-yl)oxy]phenyl]-5-(4-fluoro-2-methylphenyl)-4-hydroxy-2,6-dimethylpyridine-3-carboxamide COC=1N=C2C(=CC=NC2=CC1OC)OC1=CC=C(C=C1)NC(=O)C=1C(=NC(=C(C1O)C1=C(C=C(C=C1)F)C)C)C